N=1N=CN2C1C(=NC=C2)CN(CC=2OC=CC2)CC2=CC=C(C=C2)F ([1,2,4]triazolo[4,3-a]pyrazin-8-yl)-N-(4-fluorobenzyl)-N-(furan-2-ylmethyl)methylamine